5-[4-(4-methoxyphenyl)-1,3-oxazol-2-yl]-1-(propan-2-yl)-1H-1,2,3-benzotriazole COC1=CC=C(C=C1)C=1N=C(OC1)C1=CC2=C(N(N=N2)C(C)C)C=C1